(1r,4R)-4-(3-chloroanilino)-5',6'-difluoro-2'-[(2R)-2-methyl-3-{[(5R)-5-methyl-5,6,7,8-tetrahydroquinolin-4-yl]oxy}propyl]spiro[cyclohexane-1,1'-indene]-4-carboxylic acid ClC=1C=C(NC2(CCC3(C(=CC4=CC(=C(C=C34)F)F)C[C@H](COC3=CC=NC=4CCC[C@H](C34)C)C)CC2)C(=O)O)C=CC1